OC1=CC=C2C(=CC=NC2=C1)N(CCCC(CC)CCO)N 7-hydroxy-4-(4-ethyl-(2-hydroxyethyl)-amino-1-butylamino)quinoline